C(C)OC(=O)[C@H]1CN(CC[C@H]1NC(=O)OCC1=CC=CC=C1)C(=O)O (3S,4R)-4-(((benzyloxy)carbonyl)amino)piperidine-1,3-dicarboxylic acid 3-ethyl ester